dimethyl-dicyclopentyl-ammonium fluoride [F-].C[N+](C1CCCC1)(C1CCCC1)C